C(C)(C)(C)OC(=O)N1CC(=C(CC1)Cl)C=O 4-chloro-3-formyl-5,6-dihydropyridine-1(2H)-carboxylic acid tert-butyl ester